ClC=1C(=CC(=NC1)N1C(N(CC1O)C)=O)C(F)(F)F 3-[5-chloro-4-(trifluoromethyl)pyridine-2-yl]-4-hydroxy-1-methylimidazolidine-2-on